O[C@H]1CN(C[C@@H]1NC=1N=C(C2=C(N1)N=C1C(=C2C)CCC1)NC)C(=O)OC(C)(C)C tert-butyl (3S,4S)-3-hydroxy-4-((5-methyl-4-(methylamino)-7,8-dihydro-6H-cyclopenta[5,6]pyrido[2,3-d]pyrimidin-2-yl)amino)pyrrolidine-1-carboxylate